NC=1C=C(C=C(C1)C(F)(F)F)[C@@H](C)NC1=NC(=NC2=C3C(=C(C=C12)C=1CCN(CC1)C(C)C)CCC3)C (R)-N-(1-(3-amino-5-(trifluoromethyl)phenyl)ethyl)-6-(1-isopropyl-1,2,3,6-tetrahydropyridin-4-yl)-2-methyl-8,9-dihydro-7H-cyclopenta[H]quinazolin-4-amine